O=C1C=C(C(=CN1C1CC(C1)OS(=O)(=O)C1=CC=C(C)C=C1)C(=O)OC(C)(C)C)C(=O)OC 3-(tert-butyl) 4-methyl 6-oxo-1-((1s,3s)-3-(tosyloxy)cyclobutyl)-1,6-dihydropyridine-3,4-dicarboxylate